CC1(C2=CC=CC=C2N(C=2C=CC(=CC12)C=1C=C(C=CC1)OB(O)O)C1=CC2=CC=CC=C2C=C1)C (3-(9,9-dimethyl-10-(naphthalen-2-yl)-9,10-dihydro-acridin-2-yl)phenyl)boric acid